6-((S)-5-methyl-3,4,5,6-tetrahydropyridin-2-yl)-2-(1,5,5-trimethylpiperidin-3-yl)-2H-indazole C[C@H]1CCC(=NC1)C=1C=CC2=CN(N=C2C1)C1CN(CC(C1)(C)C)C